1-(3-((1R,5S,6r)-3-azabicyclo[3.1.0]hexan-6-yl)-1-cyclopropyl-6-(8-ethynyl-7-fluoro-3-hydroxynaphthalen-1-yl)-7-fluoro-1H-pyrazolo[4,3-c]pyridin-4-yl)ethan-1-one 2,2,2-trifluoroacetate FC(C(=O)O)(F)F.[C@H]12CNC[C@@H]2C1C1=NN(C2=C1C(=NC(=C2F)C2=CC(=CC1=CC=C(C(=C21)C#C)F)O)C(C)=O)C2CC2